C(#N)C=1C=C(C=CC1)C1=CC(=C(C=C1)OC1=CC=C(C=C1)F)C(=O)NCC1=CC=C(C(=O)O)C=C1 4-((3'-cyano-4-(4-fluorophenoxy)-[1,1'-biphenyl]-3-carboxamido)methyl)benzoic acid